ClC=1C=C(C(=O)NC(C)C=2N(N=C(N2)Cl)C2=NC=CC=N2)C=C(C1)S(=O)(=O)C 3-Chloro-N-[1-(5-chloro-2-pyrimidin-2-yl-1,2,4-triazol-3-yl)ethyl]-5-methylsulfonyl-benzamide